tert-butyl (S)-(2-((2-(3-((3-carbamoyl-5,6-diethylpyrazin-2-yl) amino) phenyl) propyl) amino)-2-oxoethyl)(methyl)carbamate C(N)(=O)C=1C(=NC(=C(N1)CC)CC)NC=1C=C(C=CC1)[C@@H](CNC(CN(C(OC(C)(C)C)=O)C)=O)C